N-(3,5-difluorobenzyl)-3-(5-(piperidin-4-ylmethyl)-1,4,5,6-tetrahydropyrrolo[3,4-d]imidazole-2-yl)-1H-indazol-5-amine FC=1C=C(CNC=2C=C3C(=NNC3=CC2)C2=NC3=C(N2)CN(C3)CC3CCNCC3)C=C(C1)F